N1=C(C=NC=C1)C1=CC(NC1=O)=O 4-pyrazin-2-yl-pyrrole-2,5-dione